CC1=NC=CC(=C1)OB(O)O 2-methylpyridin-4-yl-boric acid